CN1S(CC2=C1C=CC=C2)(=O)=O 1-methyl-1,3-dihydro-2λ6-benzo[c][1,2]thiazole-2,2-dione